C(CC#C)N1CC(CCC1)C=O 1-(BUT-3-YN-1-YL)PIPERIDINE-3-CARBALDEHYDE